O=C1NCN(C12CCN(CC2)CCCN2C(C=1N(C3=CC=CC=C23)C=CC1)=O)C1=CC=CC=C1 5-(3-(4-oxo-1-phenyl-1,3,8-triazaspiro[4.5]decan-8-yl)propyl)pyrrolo[1,2-a]quinoxalin-4(5H)-one